CN1CCN(CC1)C=1C=CC(=NC1)O 5-(4-methylpiperazin-1-yl)pyridin-2-ol